Bis(isocyanatomethyl)bicyclo[2.2.1]heptan N(=C=O)CC1C2(CCC(C1)C2)CN=C=O